O1C(=CC=C1)C=1SC=C(N1)[C@H](CN(S(O)(=O)=O)C1=CC=CC=C1)NC([C@H](CC1=CC=CC=C1)C(=O)OC)=O [(S)-2-(2-(Furan-2-yl)thiazol-4-yl)-2-[(S)-2-(methoxy-carbonyl)-3-phenylpropanamido]ethyl]phenylsulfamic acid